(R)-1-(3-(5-chloro-2-(1-(3-methoxybenzyl)-1H-pyrazol-4-ylamino)-7H-pyrrolo[2,3-d]pyrimidin-4-ylamino)piperidin-1-yl)prop-2-en-1-one ClC1=CNC=2N=C(N=C(C21)N[C@H]2CN(CCC2)C(C=C)=O)NC=2C=NN(C2)CC2=CC(=CC=C2)OC